tert-butyl (2R,3S)-2-[4-(cyclopentyl amino)phenyl]-3-[[4-methyl-3-(trifluoromethyl)phenyl]carbamoyl]piperidine-1-carboxylate C1(CCCC1)NC1=CC=C(C=C1)[C@@H]1N(CCC[C@@H]1C(NC1=CC(=C(C=C1)C)C(F)(F)F)=O)C(=O)OC(C)(C)C